NC=1N=C(C2=C(N1)C=CN(C2=O)CC2=CC=C(C=C2)COCC)NCCCC 2-amino-4-(butylamino)-6-(4-(ethoxymethyl)benzyl)pyrido[4,3-d]pyrimidin-5(6H)-one